{4-[5-(5-oxo-4,5-dihydro-1,3,4-oxadiazol-2-yl)-2-(trifluoromethyl)anilino]butyl}carbamic acid tert-butyl ester C(C)(C)(C)OC(NCCCCNC1=C(C=CC(=C1)C=1OC(NN1)=O)C(F)(F)F)=O